C[Si](O[Si](O[Si](O[Si](O[Si](O[Si](C=C)(C=C)C=C)(C)C)(C)C)(C1=CC=CC=C1)C1=CC=CC=C1)(C)C)(O[Si](C=C)(C=C)C=C)C octamethylhexavinyldiphenylheptasiloxane